Tetrafluoroethylen-Hexafluoropropylen-Vinylidenfluorid FC(C(F)(F)F)(C(C(C(F)(F)F)(C=C(F)F)F)(F)F)F